C1=CC=CC=2C3=CC=CC=C3C(C12)N([C@](C(=O)O)(CC(C)C)C)C(=O)OC (2S)-2-(9H-fluoren-9-yl-methoxycarbonylamino)-2,4-dimethylpentanoic acid